[N+](=O)([O-])C1=CC=C(OP(=O)(OC2=CC=CC=C2)N[C@H](C(=O)OCC(CC)CC)C)C=C1 2-ethylbutyl (2S)-2-[[(4-nitrophenoxy)-phenoxy-phosphoryl]amino]propanoate